C(C)(C)(C)OC(=O)N1S(OC[C@H]1C)=O (4R)-4-methyl-1,2,3-oxathiazolidine-3-carboxylic acid tert-butyl ester 2-oxide